2,2,2-trifluoro-N-methyl-N-(4-(2-(5-(2-((tetrahydro-2H-pyran-2-yl)oxy)ethoxy)pyridin-3-yl)vinyl)-7H-pyrrolo[2,3-d]pyrimidin-2-yl)acetamide FC(C(=O)N(C=1N=C(C2=C(N1)NC=C2)C=CC=2C=NC=C(C2)OCCOC2OCCCC2)C)(F)F